4-(6-methoxy-5-(3-oxopropyl)benzo[b]Thiophene-2-yl)-4-oxobutanoic acid tert-butyl ester C(C)(C)(C)OC(CCC(=O)C1=CC2=C(S1)C=C(C(=C2)CCC=O)OC)=O